((3aS,4R,6aR)-4-(4-Chloro-7H-pyrrolo[2,3-d]pyrimidin-7-yl)-2,2-dimethyl-3a,6a-dihydro-4H-cyclopenta[d][1,3]dioxol-6-yl)methanol ClC=1C2=C(N=CN1)N(C=C2)[C@@H]2C=C([C@H]1OC(O[C@H]12)(C)C)CO